C1(CCCC1)[SiH](O[SiH](C)C1CCCC1)C 1,3-dicyclopentyl-1,3-dimethyldisiloxane